C(C1=CC=CC=C1)OC1=C(C=CC(=C1C(C)C)OCC1=CC=CC=C1)C1=C(C(=NO1)C(=O)NCC)I 5-(2,4-bis(benzyloxy)-isopropylphenyl)-N-ethyl-4-iodoisoxazole-3-carboxamide